3-(1H-Imidazol-1-yl)propyl 4-((4-(2-(6,7-dimethoxy-3,4-dihydroisoquinolin-2(1H)-yl)ethyl)phenyl)carbamoyl)-3-(4-oxo-4H-chromene-2-carboxamido)benzoate COC=1C=C2CCN(CC2=CC1OC)CCC1=CC=C(C=C1)NC(=O)C1=C(C=C(C(=O)OCCCN2C=NC=C2)C=C1)NC(=O)C=1OC2=CC=CC=C2C(C1)=O